C(C1=CC=CC=C1)NC(N(C1=NC=C(C=C1)C=1C=NN(C1)C)[C@@H]1CC[C@H](CC1)NC1=NC=C(C(=N1)N1C([C@@](CC1)(C1CC1)C#N)=O)C#N)=O 3-benzyl-1-(trans-4-((5-cyano-4-((3S)-3-cyano-3-cyclopropyl-2-oxopyrrolidin-1-yl)pyrimidin-2-yl)amino)cyclohexyl)-1-(5-(1-methyl-1H-pyrazol-4-yl)pyridin-yl)urea